C(C)C1C(OCC(=C1)CC)CCC 3,5-diethyl-2-propyl-3,6-dihydro-2H-pyran